C(C)(C)(C)OC(NC=1C=NC2=CC=CC=C2C1)=O quinolin-3-ylcarbamic acid tert-butyl ester